tert-butyl-((1r,4r)-4-(3-(6-(4-fluoro-2-methoxyphenyl)pyrimidin-4-yl)ureido)cyclohexyl)carbamate C(C)(C)(C)OC(NC1CCC(CC1)NC(=O)NC1=NC=NC(=C1)C1=C(C=C(C=C1)F)OC)=O